6-cyano-6-methyl-9-oxo-4-thioxo-3,5,13,14-tetrathia-10-azaheptadecan-17-oic acid C(#N)C(SC(SCC)=S)(CCC(NCCSSCCC(=O)O)=O)C